(R)-6-(8-chloro-4-(1-(5-((cyclopropylmethyl)amino)pyridin-3-yl)ethyl)-5,6-dihydro-4H-[1,4]oxazepino[5,6,7-de]quinazolin-9-yl)-4-methyl-5-(trifluoromethyl)pyridin-2-amine ClC1=C2C=3C(=NC=NC3C=C1C1=C(C(=CC(=N1)N)C)C(F)(F)F)N(CCO2)[C@H](C)C=2C=NC=C(C2)NCC2CC2